Cl.FC1=CC=C(CC2N(CCC(C2)N)C)C=C1 (4-fluorobenzyl)-1-METHYLPIPERIDIN-4-amine hydrochloride